(2R,3S,4S,5R,6S)-2-(acetoxymethyl)-6-(2-(((tert-butoxycarbonyl)amino)methyl)-4-(hydroxymethyl)phenoxy)tetrahydro-2H-pyran-3,4,5-triyl triacetate C(C)(=O)O[C@H]1[C@H](O[C@H]([C@@H]([C@H]1OC(C)=O)OC(C)=O)OC1=C(C=C(C=C1)CO)CNC(=O)OC(C)(C)C)COC(C)=O